FC1=C(C=C(C(=C1)F)F)[Mg]Cl 2,4,5-trifluorophenylmagnesium chloride